1,4-difluoro-1,3-butadiene FC=CC=CF